Ethyl (5R)-2-[2-fluoro-6-[(1R,4R)-2-oxa-5-azabicyclo[2.2.1]heptan-5-yl]pyridin-3-yl]-5-methyl-6,7-dihydro-5H-pyrazolo[5,1-b][1,3]oxazine-3-carboxylate FC1=NC(=CC=C1C1=NN2C(O[C@@H](CC2)C)=C1C(=O)OCC)N1[C@H]2CO[C@@H](C1)C2